C(#N)C1(CC1)C1=CC(=NC=C1)C(=O)NC=1C=NC(=C(C1)C=1C=NC2=CC(=NC=C2C1)NC)C 4-(1-cyanocyclopropyl)-N-(6-methyl-5-(7-(methylamino)-1,6-naphthyridin-3-yl)pyridin-3-yl)picolinamide